N-methoxy-N-methyl-[1,2,4]triazolo[1,5-a]pyridine-7-carboxamide CON(C(=O)C1=CC=2N(C=C1)N=CN2)C